6-Bromo-9-(2-pyrimidinyl)-1,2,3,9-tetrahydrocarbazol-4-one BrC=1C=C2C=3C(CCCC3N(C2=CC1)C1=NC=CC=N1)=O